(S)-3-(3-chloro-4-fluorophenyl)-1-methyl-1-(6-oxo-1,4,5,6-tetrahydro-2H-pyrano[3,4-b]thieno[3,2-d]pyridin-1-yl)urea ClC=1C=C(C=CC1F)NC(N([C@@H]1COCC=2NC(C3=C(C21)C=CS3)=O)C)=O